(4aR,8aS)-6-[3-(4-Propoxyphenyl)azetidine-1-carbonyl]-4,4a,5,7,8,8a-hexahydropyrido[4,3-b][1,4]oxazin-3-one C(CC)OC1=CC=C(C=C1)C1CN(C1)C(=O)N1C[C@@H]2[C@@H](OCC(N2)=O)CC1